6-(3-((Benzyloxy)methyl)-4-ethyl-5-oxo-4,5-dihydro-1H-1,2,4-triazol-1-yl)-4-fluoro-3-methoxy-8-((1,1,1-trifluoropropan-2-yl)oxy)-3,4-dihydroisoquinolin-1(2H)-one C(C1=CC=CC=C1)OCC1=NN(C(N1CC)=O)C=1C=C2C(C(NC(C2=C(C1)OC(C(F)(F)F)C)=O)OC)F